3-oxa-6-azabicyclo[3.1.1]heptane C12COCC(N1)C2